2-(3-amino-4-hydroxy-5-methylphenyl)-2-methylpropanoic acid methyl ester COC(C(C)(C)C1=CC(=C(C(=C1)C)O)N)=O